C1(CC1)N1CCN(CC1)C1CCN(CC1)C1=C(C=C(C(=C1)OC)NC1=NC=NC(=C1)N1OCC[C@@H]1C1=CC(=CC=C1)OC1=CC=CC=C1)NC(C=C)=O (R)-N-(2-(4-(4-cyclopropylpiperazin-1-yl)piperidin-1-yl)-4-methoxy-5-((6-(3-(3-phenoxyphenyl)isoxazolidin-2-yl)pyrimidin-4-yl)amino)phenyl)acrylamide